triphosphonite P([O-])OP([O-])OP[O-]